10-azido-9-fluoro-3-methyl-7-oxo-3,7-dihydro-2H-[1,4]oxazino[2,3,4-ij]quinoline-6-carboxylic acid N(=[N+]=[N-])C1=C(C=C2C(C(=CN3C2=C1OCC3C)C(=O)O)=O)F